O=C1NC(CCC1N1C(C2=CC=CC(=C2C1)NCCCOCCOC1=C(C(=O)N)C=CC=C1)=O)=O 2-(2-(3-((2-(2,6-dioxopiperidin-3-yl)-1-oxoisoindolin-4-yl)-amino)propoxy)ethoxy)benzamide